tert-butyl 4-(3-bromopyrazol-1-yl)piperidine-1-carboxylate BrC1=NN(C=C1)C1CCN(CC1)C(=O)OC(C)(C)C